8-((1,3-dimethyl-1H-pyrazol-5-yl)sulfonyl)-3-(2-oxa-7-azaspiro[4.4]nonan-7-yl)-1-oxa-8-azaspiro[4.5]decane trifluoroacetate FC(C(=O)O)(F)F.CN1N=C(C=C1S(=O)(=O)N1CCC2(CC(CO2)N2CC3(CCOC3)CC2)CC1)C